N4-(1H-indazol-6-yl)-5-methyl-N2-(4-(piperazine-1-yl)phenyl)pyrimidine-2,4-diamine N1N=CC2=CC=C(C=C12)NC1=NC(=NC=C1C)NC1=CC=C(C=C1)N1CCNCC1